O1CCC(=CC1)C1=CNC=2N=CN=C(C21)NCC2=NC(=CC=C2)N2C[C@H](N[C@H](C2)C)C 5-(3,6-dihydro-2H-pyran-4-yl)-N-((6-((3R,5S)-3,5-dimethylpiperazin-1-yl)pyridin-2-yl)methyl)-7H-pyrrolo[2,3-d]pyrimidin-4-amine